methyl 3,4-dibromo-2,5-dioxo-2,5-dihydro-1H-pyrrole-1-carboxylate BrC=1C(N(C(C1Br)=O)C(=O)OC)=O